(R)-1-(1H-Benzo[d]imidazol-5-yl)-5-(4-propoxyphenyl)imidazolidin-2-on N1C=NC2=C1C=CC(=C2)N2C(NC[C@H]2C2=CC=C(C=C2)OCCC)=O